2,4,6-trimethylphenoxy(2,3,4-trimethylcyclopentadiene) titanium dichloride [Cl-].[Cl-].[Ti+2].CC1=C(OC2=C(C(=C(C2)C)C)C)C(=CC(=C1)C)C